(R)-6-ethoxy-2-methyl-N-(6-(6-methyl-1,2,3,6-tetrahydropyridin-4-yl)pyridazin-3-yl)-2H-indazole-5-carboxamide formate C(=O)O.C(C)OC=1C(=CC2=CN(N=C2C1)C)C(=O)NC=1N=NC(=CC1)C=1CCN[C@@H](C1)C